COCC[O-].[Ce+3].COCC[O-].COCC[O-] cerium 2-methoxyethoxide